5-Chloro-2-[2-methyl-8-(4-piperidinyl)chromen-2-yl]pyridine methyl-3-[[4-chloro-6-[2,6-dimethyl-3-(trifluoromethyl)phenyl]-5-(trifluoromethyl)pyrimidin-2-yl]sulfamoyl]benzoate COC(C1=CC(=CC=C1)S(NC1=NC(=C(C(=N1)Cl)C(F)(F)F)C1=C(C(=CC=C1C)C(F)(F)F)C)(=O)=O)=O.ClC=1C=CC(=NC1)C1(OC2=C(C=CC=C2C=C1)C1CCNCC1)C